(R)-benzyl 2-(((benzyloxy)carbonyl)amino)-3-(3-ethyl-5-fluoro-4-methylbenzamido)propanoate C(C1=CC=CC=C1)OC(=O)N[C@@H](C(=O)OCC1=CC=CC=C1)CNC(C1=CC(=C(C(=C1)F)C)CC)=O